phenanthrene-3-boronic Acid C1=CC(=CC=2C3=CC=CC=C3C=CC12)B(O)O